FC1=CC2=C(N=CO2)C=C1C#CC1=NN(C(=C1C(=O)N)NC)[C@@H]1CN([C@H](C1)COC)C(C=C)=O 3-[2-(6-fluoro-1,3-benzooxazol-5-yl)ethynyl]-1-[(3s,5r)-5-(methoxymethyl)-1-(prop-2-enoyl)pyrrolidin-3-yl]-5-(methylamino)pyrazole-4-carboxamide